2-(3-Oxo-3-((1-(5-(trifluoromethyl)pyrimidin-2-yl)piperidin-4-yl)amino)propyl)-2H-indazole-7-carboxamide O=C(CCN1N=C2C(=CC=CC2=C1)C(=O)N)NC1CCN(CC1)C1=NC=C(C=N1)C(F)(F)F